C(#N)[C@H](C[C@H]1C(NCC1)=O)NC(=O)[C@@H]1[C@H]2C([C@H]2CN1)(C)C (1R,2S,5S)-N-[(1S)-1-cyano-2-[(3S)-2-oxopyrrolidin-3-yl]ethyl]-6,6-dimethyl-3-azabicyclo[3.1.0]hexane-2-carboxamide